tert-Butyl 6-methyl-3,6-diazabicyclo[3.1.1]heptane-3-carboxylate CN1C2CN(CC1C2)C(=O)OC(C)(C)C